4-[((2r,5s)-4-{[3-[(5-fluoro-2-methylpyrimidin-4-yl)amino]-6,6-dimethyl-4,6-dihydropyrrolo[3,4-c]pyrazol-5(1H)-yl]carbonyl}-2,5-dimethylpiperazin-1-yl)methyl]tetrahydro-2H-pyran-4-ol FC=1C(=NC(=NC1)C)NC=1C2=C(NN1)C(N(C2)C(=O)N2C[C@H](N(C[C@@H]2C)CC2(CCOCC2)O)C)(C)C